O=C(N(CC1=CC=C(C=C1)OC)CC1=CC=C(C=C1)OC)OCOCN(COCOC(N(CC1=CC=C(C=C1)OC)CC1=CC=C(C=C1)OC)=O)C 3,13-dioxo-1,15-bis(4-methoxyphenyl)-2,14-bis(4-methoxybenzyl)-4,6,10,12-tetraoxa-2,8,14-triaza-8-methyl-pentadecane